C(C)(C)(C)OC(NC1C(N(C(C(C1)C1=C(C(=CC(=C1)F)F)F)C)CCCCCOCC#C)=O)=O N-[6-methyl-2-oxo-1-(5-prop-2-ynyloxypentyl)-5-(2,3,5-trifluorophenyl)-3-piperidinyl]carbamic acid tert-butyl ester